C(C)N(C1=CC=C(C=C1)C1C=CNN1)CC 5-(4-diethylamino-phenyl)-pyrazoline